C(CC)(C1=C(C(=CC(=C1)C)C(C)(C)C)O)C1=C(C(=CC(=C1)C)C(C)(C)C)O 2,2'-propylidenebis(4-methyl-6-t-butylphenol)